6-[(3S)-3-methyl-2,3,4,5-tetrahydropyridin-6-yl]-2-(1,2,2-trimethyl-4-piperidyl)indazole C[C@@H]1CN=C(CC1)C=1C=CC2=CN(N=C2C1)C1CC(N(CC1)C)(C)C